BrC1=C2C(=C(N=C1)O)N(C=C2)S(=O)(=O)C2=CC=C(C)C=C2 4-Bromo-1-tosyl-1H-pyrrolo[2,3-c]pyridin-7-ol